ClC=1C=NC(=NC1)C(CC(=O)NC[C@H](CC1=CC(=C(C(=O)N)C=C1)F)N(C)C)C1(CC1)C(F)(F)F 4-[(2S)-3-[3-(5-chloropyrimidin-2-yl)-3-[1-(trifluoromethyl)cyclopropyl]propanamido]-2-(dimethylamino)propyl]-2-fluorobenzamide